C(C1=CC=CC=C1)N1[C@H](CN(CC1)C(C)(C)C)COS(=O)(=O)C 1-benzyl-4-(tert-butyl)(R)-2-(((methylsulfonyl)oxy)methyl)piperazine